(2-(piperidin-1-yl)ethoxy)-2,2',3,3',5,6-hexahydrospiro[pyran-4,4'-pyrido[2,3-b][1,4,5]oxathiazepine] 1',1'-dioxide N1(CCCCC1)CCON1S(C2=C(OC3(C1)CCOCC3)N=CC=C2)(=O)=O